NC=1C=CC2=C(CN(C[C@H](O2)CC)CC2=CC(=CC=3C=CSC32)[C@H](CC(=O)OCC)C=3C(=C2C(=NC3)N(N=N2)C)C)N1 Ethyl (3S)-3-(7-{[(2R)-7-amino-2-ethyl-2,3-dihydropyrido[2,3-f][1,4]oxazepine-4(5H)-yl]methyl}-1-benzothiophen-5-yl)-3-(3,7-dimethyl-3H-[1,2,3]triazolo[4,5-b]pyridin-6-yl)propanoate